(RS)-(4-Pyrrolidin-3-yl-phenyl)-carbamic acid 2-(2,5-difluoro-phenyl)-ethylester FC1=C(C=C(C=C1)F)CCOC(NC1=CC=C(C=C1)[C@@H]1CNCC1)=O |r|